(1S,2S)-2-(((2-methyl-6-(1-methyl-5-(((methyl(propyl)carbamoyl)oxy)methyl)-1H-1,2,3-triazol-4-yl)pyridin-3-yl)oxy)methyl)cyclohexane-1-carboxylic acid CC1=NC(=CC=C1OC[C@@H]1[C@H](CCCC1)C(=O)O)C=1N=NN(C1COC(N(CCC)C)=O)C